(1R)-6-fluoro-7-(2-fluoro-6-hydroxyphenyl)-1-[4-methyl-2-(1-methylethyl)-3-pyridinyl]-4-[(2S)-2-methyl-4-(1-oxo-2-propen-1-yl)-1-piperazinyl]-pyrido[2,3-D]pyrimidin-2(1H)-one FC1=CC2=C(N(C(N=C2N2[C@H](CN(CC2)C(C=C)=O)C)=O)C=2C(=NC=CC2C)C(C)C)N=C1C1=C(C=CC=C1O)F